7-(2-chloro-5-fluoropyrimidin-4-yl)-1-cyclopentyl-2-methylquinolin-4(1H)-one ClC1=NC=C(C(=N1)C1=CC=C2C(C=C(N(C2=C1)C1CCCC1)C)=O)F